CC1=CC(=CS1)C1(CC1)C=O 1-(5-methylthiophen-3-yl)cyclopropanal